COC=1C=NC(=NC1C=1C=NC2=CC=CC=C2C1)N1CCN(CC1)C(=O)[O-] 4-(5-Methoxy-6-(quinolin-3-yl)pyrimidin-2-yl)piperazine-1-carboxylate